[OH-].OCC[N+](C)(C)CCO bis(2-hydroxyethyl)-dimethyl-ammonium hydroxide